BrC1=CC=2N(C3=CC(=CC=C3C2C=C1)Br)CC(CCC)CC 2,7-dibromo-9-(2-ethylpentyl)-9H-carbazole